CC(C(C(=O)O)(C)CC)CCC methyl-ethyl-methyl-hexanoic acid